2-chloro-5-nitrobenzene, sodium salt [Na].ClC1=CC=C(C=C1)[N+](=O)[O-]